tert-butyl 3-(4-(2-(trifluoromethyl)phenyl) piperidine-1-carbonyl)-4,6,7,8-tetrahydropyrazolo[4,3-c]azepine-5(1H)-carboxylate FC(C1=C(C=CC=C1)C1CCN(CC1)C(=O)C1=NNC2=C1CN(CCC2)C(=O)OC(C)(C)C)(F)F